C(C)(C)(C)OC(=O)N1CCC(=CC1)C=1C=C2C(=NC1)N(N=C2)CC2=CC=C(C=C2)OC 4-(1-(4-methoxybenzyl)-1H-pyrazolo[3,4-b]pyridin-5-yl)-3,6-dihydropyridine-1(2H)-carboxylic acid tert-butyl ester